CC=1N=C(C2=C(N1)CCC2)NC=2C(=NNC2)C(=O)NC2=CC=C(C=C2)CN2CCN(CC2)C 4-((2-methyl-6,7-dihydro-5H-cyclopenta[d]pyrimidin-4-yl)amino)-N-(4-((4-methylpiperazin-1-yl)methyl)phenyl)-1H-pyrazole-3-carboxamide